[Cl-].N1=NC(=CC=C1)C1=CN=[N+](C=C1)CCC#N 3-(4-pyridazin-3-ylpyridazin-1-ium-1-yl)propanenitrile chloride salt